5-([1,1'-biphenyl]-4-yl)-4-amino-2-methyl-2-pentenoic acid C1(=CC=C(C=C1)CC(C=C(C(=O)O)C)N)C1=CC=CC=C1